ClC1=NC=C(C(=N1)C1=C(C2=C(N(N=C2C=C1)C)C(C)C)F)F 5-(2-chloro-5-fluoropyrimidin-4-yl)-4-fluoro-3-isopropyl-2-methyl-2H-indazole